[Si](C)(C)(C(C)(C)C)OCCCNC1=CC(=CC=C1)C1=CN=C2N1C=C(C(=C2)OC)S(=O)(=O)C(C)(C)C N-(3-((tert-butyldimethylsilyl)oxy)propyl)-3-(6-(tert-butylsulfonyl)-7-methoxyimidazo[1,2-a]pyridin-3-yl)aniline